N-(3-morpholinopropyl)-1H-indole-2-carboxamide O1CCN(CC1)CCCNC(=O)C=1NC2=CC=CC=C2C1